ClC=1C2=C(N=CN1)N(C(=C2C2=NOC(=C2)C2CC2)C)C2CCCC2 3-(4-chloro-7-cyclopentyl-6-methyl-7H-pyrrolo[2,3-d]pyrimidin-5-yl)-5-cyclopropylisoxazole